CN1N=C2[C@@H](N(CCC2=C1C1=CC(=NN1C)C(F)(F)F)C(=O)C1=C(C=C(C=C1)C)OC(F)(F)F)C (S)-(2,7-dimethyl-3-(1-methyl-3-(trifluoromethyl)-1H-pyrazol-5-yl)-2,4,5,7-tetrahydro-6H-pyrazolo[3,4-c]Pyridin-6-yl)(4-methyl-2-(trifluoromethoxy)phenyl)methanone